4-(1-Methyl-7-oxo-4-(1H-1,2,4-triazol-1-yl)pyrido[3,4-d]pyridazin-6(7H)-yl)piperidine-1-carboxylic acid tert-butyl ester C(C)(C)(C)OC(=O)N1CCC(CC1)N1C=C2C(=NN=C(C2=CC1=O)C)N1N=CN=C1